4-methyl-6-chloropicolinic acid CC1=CC(=NC(=C1)Cl)C(=O)O